C(C=C)(=O)N1[C@H](CN(C[C@H]1C)C1=NC(N2C3=C(C(=C(C=C13)C(F)(F)F)C1=CC=C(C=C1)F)SC[C@H](C2)O)=O)C (S)-8-((3S,5R)-4-acryloyl-3,5-dimethylpiperazin-1-yl)-11-(4-fluorophenyl)-3-hydroxy-10-(trifluoromethyl)-3,4-dihydro-2H,6H-[1,4]thiazepino[2,3,4-ij]quinazolin-6-one